Diethylaminoethylmethacrylat C(C)N(CC)CCOC(C(=C)C)=O